2-[1-(3-chloro-2-thienyl)-2-methyl-2-[3-(trifluoromethyl)-1H-pyrazol-1-yl]propylidene]hydrazinecarboxaldehyde ClC1=C(SC=C1)C(C(C)(N1N=C(C=C1)C(F)(F)F)C)=NNC=O